(3-fluoropyridin-2-yl)acethydrazide FC=1C(=NC=CC1)CC(=O)NN